NC[C@@H](OC(CCC(=O)N1CC2=CC(=C(C(=C2C1)Cl)OCCCOC=1C(=CC2=C(C=C(S2)C(CCC(=O)OCC)=O)C1F)OC)OC)=O)C ethyl 4-[5-[3-[2-[4-[(1S)-2-amino-1-methyl-ethoxy]-4-oxo-butanoyl]-4-chloro-6-methoxy-isoindolin-5-yl] oxypropoxy]-4-fluoro-6-methoxy-benzothiophen-2-yl]-4-oxo-butanoate